CC(=O)C1=C(C(=C(C=C1)O)CC=C)O 3-allyl-2,4-dihydroxyacetophenone